1,3-dioxoisoindolin-2-yl 2,2-dimethyltetrahydro-2H-pyran-4-carboxylate CC1(OCCC(C1)C(=O)ON1C(C2=CC=CC=C2C1=O)=O)C